(2R,5R)-5-hydroxy-[1,3]-oxathiolane-2-carboxylic acid O[C@H]1CS[C@@H](O1)C(=O)O